5-amino-N-{2-[3-(ethylamino)-4-methoxypyrrolidin-1-yl]-5,6,7,8-tetrahydroquinolin-6-yl}-2,4-dimethylthieno[2,3-d]pyrimidine-6-carboxamide NC1=C(SC=2N=C(N=C(C21)C)C)C(=O)NC2CC=1C=CC(=NC1CC2)N2CC(C(C2)OC)NCC